C(C)N1C(C(C2=CC=CC=C12)=NC1=CC=CC=C1)=O 1-ethyl-3-(phenylimino)indol-2-one